OC(=O)C(F)(F)F.ONC(C1=CN=CC=C1)=O N-hydroxynicotinamide TFA salt